C(C)(=O)N1CCC(CC1)C1=NN(C2=CC=CC(=C12)C1=CC=C2C=CC=NC2=C1)CC(=O)NCC(=O)NCC(=O)O (2-(3-(1-acetylpiperidin-4-yl)-4-(quinolin-7-yl)-1H-indazol-1-yl)acetyl)glycylglycine